C(CCC)C=1C=C(C(=O)C=2C=CC3=C(C(=CO3)C=3CC4CCCCN4CC3)C2)C=CC1 5-(3-butylbenzoyl)-3-(1,4,5,6,7,8,9-heptahydroquinolizin-2-yl)-benzofuran